CN1CCC(CC1)C=1SC2=C(N1)C=CC(=C2)C(=O)NC2CCOCC2 2-(1-methylpiperidin-4-yl)-N-(tetrahydro-2H-pyran-4-yl)benzo-[d]thiazole-6-carboxamide